CC1=NOC(=C1C1=CC=C(S1)[C@H](CC(=O)[O-])NC(=O)NC=1C(N(C=CC1[O-])C)=O)C.[Na+].[Na+] Natrium (S)-3-(5-(3,5-Dimethylisoxazol-4-yl)thiophen-2-yl)-3-(3-(1-methyl-4-oxido-2-oxo-1,2-dihydropyridin-3-yl)ureido)propanoat